tert-butyl (s)-3-(4-(2-((((97Z-fluoren-9-yl)methoxy)carbonyl)amino)-3-(allyloxy)-3-oxopropyl)phenyl)bicyclo[1.1.1]pentane-1-carboxylate C1=CC=CC=2C3=CC=CC=C3C(C12)COC(=O)N[C@@H](CC1=CC=C(C=C1)C12CC(C1)(C2)C(=O)OC(C)(C)C)C(=O)OCC=C